BrC1=CC2=C(N=C(S2)C2CCC(CC2)O)C=C1C(=O)O 6-bromo-2-(4-hydroxycyclohexyl)-1,3-benzothiazole-5-carboxylic acid